4-((4-bromophenyl)amino)furan-2(5H)-one BrC1=CC=C(C=C1)NC1=CC(OC1)=O